(R)-3-(quinoxalin-6-yl)-3-(4-(4-(5,6,7,8-tetrahydro-1,8-naphthyridin-2-yl)butyl)thiazol-2-yl)propanoic acid N1=CC=NC2=CC(=CC=C12)[C@@H](CC(=O)O)C=1SC=C(N1)CCCCC1=NC=2NCCCC2C=C1